4-(4,5-diphenyl-1H-imidazol-2-yl)benzaldehyde C1(=CC=CC=C1)C=1N=C(NC1C1=CC=CC=C1)C1=CC=C(C=O)C=C1